5-(4-morpholinophenoxy)thiazol-2-amine O1CCN(CC1)C1=CC=C(OC2=CN=C(S2)N)C=C1